4-(4-(3-(2,2-difluoroethyl)-2-(imidazo[1,2-a]pyridin-6-yl)-1H-indol-5-yl)piperidine-1-carbonyl)-1-methylpyrrolidin-2-one FC(CC1=C(NC2=CC=C(C=C12)C1CCN(CC1)C(=O)C1CC(N(C1)C)=O)C=1C=CC=2N(C1)C=CN2)F